N(=[N+]=[N-])CC(=O)C1C(=O)NC(C1)=O (2-azidoacetyl)succinimide